C12OCC(N(C1)C=1C=NC(=NC1)N1C(C3=CC=C(C=C3C=N1)C1=C(C(=CC=C1)OC)C)=O)C2 2-(5-(2-Oxa-5-azabicyclo[2.2.1]heptan-5-yl)pyrimidin-2-yl)-6-(3-methoxy-2-methylphenyl)phthalazin-1(2H)-one